C(C)(CC)C1C(NC2=C(CN1C(C(C)O)=O)C=CC=C2)=O 3-(sec-butyl)-4-(2-hydroxypropionyl)-1,3,4,5-tetrahydro-2H-benzo[1,4]diazepin-2-one